1-bromo-3-(2,2-difluoro-3,3-dimethylbutoxy)benzene BrC1=CC(=CC=C1)OCC(C(C)(C)C)(F)F